Racemic-2-oxo-N-(1H-pyrazolo[4,3-c]pyridin-7-yl)-2-[(2R,5S)-2-[2-(1,5-dimethyl-3-piperidyl)-1,3-benzothiazol-5-yl]-5-methyl-1-piperidyl]acetamide O=C(C(=O)NC=1C2=C(C=NC1)C=NN2)N2[C@H](CC[C@@H](C2)C)C=2C=CC1=C(N=C(S1)C1CN(CC(C1)C)C)C2